ClC=1C=C(C=CC1)N(S(=O)(=O)C1=CC(=CC=C1)C(=O)N1C(CC2=CC=CC=C12)C)C N-(3-chlorophenyl)-N-methyl-3-(2-methylindoline-1-carbonyl)benzenesulfonamide